5-(1-(adamantan-1-ylmethyl)-5-methyl-1H-pyrazol-4-yl)-1H-pyrrolo[2,3-b]pyridine-4-carboxylic acid methyl ester COC(=O)C=1C2=C(N=CC1C=1C=NN(C1C)CC13CC4CC(CC(C1)C4)C3)NC=C2